3-Chloro-N-(2-chloro-4-((4-(1-methyl-4-(trifluoromethyl)-1H-imidazol-2-yl)benzyl)amino)pyrimidine-5-yl)propionamide ClCCC(=O)NC=1C(=NC(=NC1)Cl)NCC1=CC=C(C=C1)C=1N(C=C(N1)C(F)(F)F)C